O1C(OCC1)CCN(C1=NC=CC=N1)C 2-((2-(1,3-dioxolan-2-yl)ethyl)(methyl)amino)pyrimidine